8-(trifluoromethyl)-1,2,3,4-tetrahydropyrido[4',3':4,5]pyrrolo[1,2-a]pyrazine FC(C1=CC=2C=C3N(CCNC3)C2C=N1)(F)F